COC=1C=C(C=CC1)C=1NC=NN1 5-(3-methoxyphenyl)-4H-1,2,4-triazole